CCCCCCOC([O-])=O 6-hexylcarbonate